(1-((2-(3,5-dichlorophenyl)-6-((6-(piperazin-1-yl)pyridin-3-yl)oxy) pyridin-4-yl)methyl)piperidin-4-yl)methylmethylcarbamate ClC=1C=C(C=C(C1)Cl)C1=NC(=CC(=C1)CN1CCC(CC1)COC(NC)=O)OC=1C=NC(=CC1)N1CCNCC1